(1-methyl-1H-indol-4-yl)(8-(o-tolyl)-1,3,4,5-tetrahydro-2H-pyrido[4,3-b]indol-2-yl)methanone CN1C=CC2=C(C=CC=C12)C(=O)N1CC2=C(NC=3C=CC(=CC23)C2=C(C=CC=C2)C)CC1